tert-Butyl 4-hydroxy-4-{1-[trans-4-(4-methyl-5-{(1R)-1-[3-(propan-2-yl)phenoxy]ethyl}-4H-1,2,4-triazol-3-yl)cyclohexyl]-1H-1,2,3-triazol-4-yl}piperidine-1-carboxylate OC1(CCN(CC1)C(=O)OC(C)(C)C)C=1N=NN(C1)[C@@H]1CC[C@H](CC1)C1=NN=C(N1C)[C@@H](C)OC1=CC(=CC=C1)C(C)C